2-pentanamidobutanoic acid C(CCCC)(=O)NC(C(=O)O)CC